ClC=1C=C(C=CC1F)[C@]1(CC[C@H]2N(CCN(C2)C(=O)C2=C3CCNC3=CC=C2)C1)O [(7S,9aR)-7-(3-chloro-4-fluorophenyl)-7-hydroxy-3,4,6,8,9,9a-hexahydro-1H-pyrido[1,2-a]pyrazin-2-yl]-(2,3-dihydro-1H-indol-4-yl)methanone